NC=1C(=C(C#N)C=CC1)CS(=O)(=O)C amino-2-((methylsulfonyl)methyl)benzonitrile